tris(4-(4-acetylphenyl)sulfanylphenyl)sulfonium tris[(trifluoromethyl)sulfonyl]methide [C-](S(=O)(=O)C(F)(F)F)(S(=O)(=O)C(F)(F)F)S(=O)(=O)C(F)(F)F.C(C)(=O)C1=CC=C(C=C1)SC1=CC=C(C=C1)[S+](C1=CC=C(C=C1)SC1=CC=C(C=C1)C(C)=O)C1=CC=C(C=C1)SC1=CC=C(C=C1)C(C)=O